Vinyl chloride mercury [Hg].C(=C)Cl